C(C)(C)(C)OC(CNC(CNC(CN1N=CC=2C(=CC=CC12)C1=C(C=C2C=NN(C2=C1)C(=O)C1CCN(CC1)C(CCC(=O)O)=O)F)=O)=O)=O 4-(4-(1-(2-((2-((2-(tert-butoxy)-2-oxoethyl)amino)-2-oxoethyl)amino)-2-oxoethyl)-5'-fluoro-1H,1'H-[4,6'-biindazole]-1'-carbonyl)piperidin-1-yl)-4-oxobutanoic acid